CCCCC Pentane